C(C)(C)(C)OC(C(S(=O)(=O)C1=CC=C(C)C=C1)=[N+]=[N-])=O 2-diazo-2-(p-toluenesulfonyl)acetic acid tert-butyl ester